3'-methyl-3-(2-methylpyridin-4-yl)-4-pentyl-[1,1'-biphenyl]-2,6-diol CC=1C=C(C=CC1)C=1C(=C(C(=CC1O)CCCCC)C1=CC(=NC=C1)C)O